C(C)(C)(C)C1=CC=2C(=NC(=C(C2)F)C(CCCC(CC(C)C)C2N(C(OC2)(C)C)C(=O)OC(C)(C)C)O)N1C tert-butyl 4-[5-(2-tert-butyl-5-fluoro-1-methyl-pyrrolo[2,3-b]pyridin-6-yl)-5-hydroxy-1-isobutyl-pentyl]-2,2-dimethyl-oxazolidine-3-carboxylate